2-({3-fluoro-4-[5-(trifluoromethyl)-1,2,4-oxadiazol-3-yl]phenyl}methoxy)-1-methyl-1H-benzimidazole FC=1C=C(C=CC1C1=NOC(=N1)C(F)(F)F)COC1=NC2=C(N1C)C=CC=C2